OCC=1C=C(C2=C(C=CO2)C1)C1=CC(=NC=C1)CNS(=O)C(C)(C)C (+)-N-((4-(5-(hydroxymethyl)benzofuran-7-yl)pyridin-2-yl)methyl)-2-methylpropane-2-sulfinamide